CC1=C(C=C(C=C1)C)C(C)C 1-methyl-4-methyl-(1-methylethyl)Benzene